NC1(CC1)C(=O)O 1-Aminocyclopropane-1-carboxylic acid